ClC1=NC(=C(C(=C1C#N)CC)C#N)N(C)CCO 2-chloro-4-ethyl-6-((2-hydroxyethyl)(methyl)amino)pyridine-3,5-dicarbonitrile